BrC1=C(C=C(C=C1)F)C(CCO)CCO 3-(2-bromo-5-fluorophenyl)pentane-1,5-diol